N[C@H]1CS(C2=C(N(C1=O)CC1=CC=C(C=C1)Cl)C=C(C(=C2)C)C=2OC(=NN2)C(C)(C)C)(=O)=O (3R)-3-amino-7-(5-tert-butyl-1,3,4-oxadiazol-2-yl)-5-[(4-chlorophenyl)methyl]-8-methyl-1,1-dioxo-2,3-dihydro-1λ6,5-benzothiazepin-4-one